cyclopentanepropionic acid C1(CCCC1)CCC(=O)O